NC1=C(C(=CC(=C1)C(N)=O)OCCO[Si](C)(C)C(C)(C)C)NC/C=C/CNC(OC(C)(C)C)=O tert-butyl (E)-(4-((2-amino-6-(2-((tertbutyldimethylsilyl)oxy)ethoxy)-4-carbamoylphenyl)amino)but-2-en-1-yl)carbamate